C(C)(=O)O[C@@H]1[C@H](O[C@@H]([C@H]([C@H]1OC(C)=O)OC(C)=O)OC1=C(C=C(C=C1)B1OC(C(O1)(C)C)(C)C)C(F)(F)F)COC(C)=O (2R,3R,4S,5S,6R)-2-(acetoxymethyl)-6-(4-(4,4,5,5-tetramethyl-1,3,2-dioxaborolan-2-yl)-2-(trifluoromethyl)phenoxy)tetrahydro-2H-pyran-3,4,5-triyl triacetate